Cl.NC(C(=O)N1CCN(CC1)C(=O)NC1=NC(N(C=C1)C1=CC=C(C=C1)CCNC1CC2(C1)CC(C2)N)=O)(C)C 4-(2-amino-2-methylpropanoyl)-N-(1-(4-(2-((6-aminospiro[3.3]heptan-2-yl)amino)ethyl)phenyl)-2-oxo-1,2-dihydropyrimidin-4-yl)piperazine-1-carboxamide Hydrochloride Salt